Methyl N-[6-[7,7-difluoro-2-[(2S,3R)-3-hydroxy-2-methyl-azetidin-1-yl]-5,6-dihydrocyclopenta[d]pyrimidin-4-yl]-4-methoxy-2,3-dihydrobenzofuran-3-yl]carbamate FC1(CCC2=C1N=C(N=C2C2=CC1=C(C(CO1)NC(OC)=O)C(=C2)OC)N2[C@H]([C@@H](C2)O)C)F